C(C1=CC=CC=C1)O[C@@H](CN[C@H](C)C(=O)OC)[C@@H]([C@@H](COCC1=CC=CC=C1)OCC1=CC=CC=C1)OCC1=CC=CC=C1 Methyl [(2S,3S,4R)-2,3,4,5-tetrakis(benzyloxy)pentyl]-D-alaninate